C(C(=C)C)(=O)OC(CSC=1SC(=NN1)SCCCC)CCC 2-methacryloxy-n-pentylthio-5-n-butylthio-1,3,4-thiadiazole